NC(C(=O)O)(CCCCB(O)O)CCCN(C1CCOCC1)C 2-amino-6-borono-2-(3-(methyl-(tetrahydro-2H-pyran-4-yl)amino)propyl)hexanoic acid